C(C)(C)(C)NC1=C(N=C2N1C=CC(=C2)C(=O)OC)C2=C(C=C(C=C2F)F)C=2N=CN(C2Cl)C Methyl 3-(tert-butylamino)-2-(2-(5-chloro-1-methyl-1H-imidazol-4-yl)-4,6-difluorophenyl)imidazo[1,2-a]pyridine-7-carboxylate